eicosyl-trimethyl-ammonium acetate C(C)(=O)[O-].C(CCCCCCCCCCCCCCCCCCC)[N+](C)(C)C